C1=CC=CC=2C3=CC=CC=C3N(C12)C=1C=C(C=CC1)C1=CC(=CC(=C1)N1C2=C(C=3C=CC=CC13)C=NC=C2)N2C1=C(C=3C=CC=CC23)N=CC=C1 5-(3'-(9H-carbazol-9-yl)-5-(5H-pyrido[4,3-b]indol-5-yl)-[1,1'-biphenyl]-3-yl)-5H-pyrido[3,2-b]indole